4-((6-(N-(2,4-dimethoxybenzyl)-N-(6-fluoropyridin-2-yl)sulfamoyl)-4-(trifluoromethyl)pyridin-3-yl)amino)piperidine-1-carboxylic acid tert-butyl ester C(C)(C)(C)OC(=O)N1CCC(CC1)NC=1C=NC(=CC1C(F)(F)F)S(N(C1=NC(=CC=C1)F)CC1=C(C=C(C=C1)OC)OC)(=O)=O